2-((R)-((4s,6s)-4-fluoro-6-phenyl-5,6-dihydro-4H-pyrrolo[1,2-b]pyrazol-2-yl)sulfinyl)acetonitrile F[C@H]1C[C@H](N2N=C(C=C21)[S@](=O)CC#N)C2=CC=CC=C2